citraconate (2-methyl maleate) C/C(/C(=O)O)=C/C(=O)O.C(\C(\C)=C/C(=O)O)(=O)O